1-(2-iodophenyl)-3-methyl-1H-pyrrole IC1=C(C=CC=C1)N1C=C(C=C1)C